N[C@H](C(=O)O)COC1=CC=C(C=C1)Cl (2S)-2-amino-3-(4-chloro-phenoxy)propanoic acid